4-(1-hydroxy-1-methylethyl)-2-propylimidazole-5-carboxylic acid OC(C)(C)C=1N=C(NC1C(=O)O)CCC